C(\C=C/C(=O)O)(=O)O.ClC1=CC=C(C=C1)C1C(=C(N=C2N1C(/C(/S2)=C/C2=CC=C(C=C2)OCC(=O)N2CCN(CC2)CC)=O)C)C(=O)OC(C)C isopropyl (Z)-5-(4-chlorophenyl)-2-(4-(2-(4-ethylpiperazin-1-yl)-2-oxoethoxy)benzylidene)-7-methyl-3-oxo-2,3-dihydro-5H-thiazolo[3,2-a]pyrimidine-6-carboxylate maleate